1-(But-3-yn-1-yloxy)-4-(iodomethyl)benzene C(CC#C)OC1=CC=C(C=C1)CI